C(C)(C)(C)OC(=O)N[C@H](C(=O)NC1=C(C=CC=C1)C(C(=O)OC)=O)[C@H](CC)C methyl 2-(2-((2s,3s)-2-((tert-butoxycarbonyl) amino)-3-methylpentanamido) phenyl)-2-oxoacetate